2-(4-((4-(4-trifluoromethylphenyl)-5-oxo-4,5-dihydro-1H-1,2,4-triazol-1-yl)methyl)phenoxy)-2-methylpropanoic acid FC(C1=CC=C(C=C1)N1C=NN(C1=O)CC1=CC=C(OC(C(=O)O)(C)C)C=C1)(F)F